S1C(=NC2=C1C=CC=C2)OC(\C(=N/OCC(=O)OC)\C=2N=C(SC2)N)=S (Z)-2-(2-aminothiazol-4-yl)-2-methoxycarbonylmethoxyiminothioacetic acid (S)-2-benzothiazolyl ester